O1[C@H](COC2=C1C=CC=C2)C(=O)N |r| 2,3-dihydro-1,4-benzodioxine-2-(RS)-carboxamide